tert-butyl (3R)-3-amino-1-oxa-8-azaspiro[4.5]decane-8-carboxylate N[C@H]1COC2(C1)CCN(CC2)C(=O)OC(C)(C)C